C[C@@H]1O[C@@H](CN(C1)C1=CC=CC(=N1)C1=NC2=CC(=NC=C2C=C1)CNC(=O)C1=CC=C2C3(CN(C2=C1)S(=O)(=O)C)CC3)C N-((2-(6-((cis)-2,6-dimethylmorpholino)pyridin-2-yl)-1,6-naphthyridin-7-yl)methyl)-1'-(methylsulfonyl)spiro[cyclopropane-1,3'-indoline]-6'-carboxamide